[Pb].[W].[B] boron-tungsten-lead